N-hexyl-thiourea C(CCCCC)NC(=S)N